COC(=O)C1=CC=2N(C=C1)C=CN2 Imidazo-[1,2-a]Pyridine-7-carboxylic acid methyl ester